NC1=NC2=CC=C(C=C2C=C1C)C(=O)N(CC1=NC=C(C=C1)C(F)(F)F)[C@H]1C[C@@H](C2=CC=CC=C12)C 2-amino-3-methyl-N-((1S,3S)-3-methyl-2,3-dihydro-1H-inden-1-yl)-N-((5-(trifluoromethyl)-2-pyridinyl)methyl)-6-quinolinecarboxamide